C(C)(C)(C)OC(=O)N[C@H](C(=O)O)CC=1C=NC(=CC1)C1=CC=CC=C1 (S)-2-((tert-butoxycarbonyl)amino)-3-(6-phenylpyridin-3-yl)propanoic acid